BrC1=C(C=C(C=C1F)CN)F (4-Bromo-3,5-difluorophenyl)methanamine